3-(4-trifluoromethylphenyl)propionic acid FC(C1=CC=C(C=C1)CCC(=O)O)(F)F